C(=CCCCCC[C@H]1CCC[C@@H]1CCCCCCCC)O prostaenol